[N-](S(=O)(=O)C(F)(F)F)S(=O)(=O)C(F)(F)F.C(=C)N1C=[NH+]C=C1.C(=C)N1C=[NH+]C=C1.[N-](S(=O)(=O)C(F)(F)F)S(=O)(=O)C(F)(F)F bis(1-vinyl-3-imidazolium) bistrifluoromethanesulfonimide salt